(S)-2-((R)-6-(tert-butoxycarbonyl)-6-azaspiro[3.4]octane-5-yl)-2-(4-chlorophenyl)acetic acid C(C)(C)(C)OC(=O)N1[C@@H](C2(CCC2)CC1)[C@@H](C(=O)O)C1=CC=C(C=C1)Cl